ruthenium(III) chloride monohydrate O.[Ru](Cl)(Cl)Cl